(E)-N-(benzo[d][1,3]dioxol-5-yl)-3-(2-ethoxy-4-(trifluoromethyl)phenyl)acrylamide O1COC2=C1C=CC(=C2)NC(\C=C\C2=C(C=C(C=C2)C(F)(F)F)OCC)=O